BrC1=NO[C@H](C1)C1=CC(=C(C=C1)C)OC1=CC=C(C=C1)C#C (5R)-3-bromo-5-[3-(4-ethynylphenoxy)-4-methyl-phenyl]-4,5-dihydroisoxazole